S1[As](SCC1)C1=CC=C(C=C1)N(C(=O)C1CN(CC1)C)C(C1=CC=CC=C1)=O N-(4-(1,3,2-dithiarsolan-2-yl)phenyl)-N-benzoyl-1-methylpyrrolidine-3-carboxamide